C(C)(C)(C)OC(=O)N1C(CC(CC1)C(=O)O)COC (methoxymethyl)piperidine-1,4-dicarboxylic acid 1-tert-butyl ester